N1-benzyl-N2-((S)-4-methyl-1-oxo-1-(((S)-3-oxo-1-((S)-2-oxopyrrolidin-3-yl)-4-(2,3,5,6-tetrafluorophenoxy)butan-2-yl)amino)pentan-2-yl)oxalamide C(C1=CC=CC=C1)NC(C(=O)N[C@H](C(N[C@@H](C[C@H]1C(NCC1)=O)C(COC1=C(C(=CC(=C1F)F)F)F)=O)=O)CC(C)C)=O